Methyl-5-(difluoromethyl)-6-(3-methylimidazo[4,5-c]pyridin-7-yl)-3-(4-morpholinoanilino)pyrazine CC1=NC(=C(N=C1NC1=CC=C(C=C1)N1CCOCC1)C(F)F)C=1C2=C(C=NC1)N(C=N2)C